2,5-difluoro-4-methylaniline fluoroborate F[B-](F)(F)F.FC1=C(N)C=C(C(=C1)C)F